Ethan-1,2-diyl-bis(8-{[(2,5-dimethylphenyl)acetyl]amino}-1,4-dioxaspiro[4.5]decan-8-carboxylat) C(CC1OC2(OC1)CCC(CC2)(C(=O)[O-])NC(CC2=C(C=CC(=C2)C)C)=O)C2OC1(OC2)CCC(CC1)(C(=O)[O-])NC(CC1=C(C=CC(=C1)C)C)=O